CC1=CC(=C(C=C1)N1C(SCC1=O)=NC(N)=O)COCC(F)(F)F 3-(3-(4-methyl-2-((2,2,2-trifluoroethoxy)methyl)phenyl)-4-oxothiazolidin-2-ylidene)urea